5-methyl-2-fluoro-3-((1-((4-methoxy-2,6-dimethylpyrimidin-5-yl)methyl)-6-oxo-4-(perfluoroethyl)-1,6-dihydropyrimidin-5-yl)oxy)benzonitrile CC=1C=C(C(=C(C#N)C1)F)OC1=C(N=CN(C1=O)CC=1C(=NC(=NC1C)C)OC)C(C(F)(F)F)(F)F